CN([C@@H](CC1=C(C=C(C(=O)N)C=C1C)C)CNC(C[C@H](C)C1=CC=CC=C1)=O)C 4-((S)-2-(dimethylamino)-3-((S)-3-phenylbutanamido)propyl)-3,5-dimethylbenzamide